O1CCOCC(C1)OC=1C=C2C(=NC=NC2=CC1OC)C=1C(=NN(C1)C)C1=CC=CC=C1 6-((1,4-dioxepan-6-yl)oxy)-7-methoxy-4-(1-methyl-3-phenyl-1H-pyrazol-4-yl)quinazoline